tert-butyl (S)-2-((1H-pyrrolo[2,3-b]pyridin-5-yl)oxy)-4-(1-(3-(2-(2-cyclopropylphenyl)pyrrolidin-1-yl)cyclobutyl)-1H-pyrazol-4-yl)benzoate N1C=CC=2C1=NC=C(C2)OC2=C(C(=O)OC(C)(C)C)C=CC(=C2)C=2C=NN(C2)C2CC(C2)N2[C@@H](CCC2)C2=C(C=CC=C2)C2CC2